C(C)N(CCCN(CCOC(OC(CCCC(=O)OCCCCCCC)CCCC(=O)OCCCCCCC)=O)CCOC(OC(CCCC(=O)OCCCCCCC)CCCC(OCCCCCCC)=O)=O)CC Diheptyl 11-(3-(diethylamino)propyl)-5,17-bis(4-(heptyloxy)-4-oxobutyl)-7,15-dioxo-6,8,14,16-tetraoxa-11-azahenicosanedioate